4-(2,4-difluorophenyl)pyrrolidine FC1=C(C=CC(=C1)F)C1CCNC1